4-cyclopropyl-2-(4-fluoro-2-methylphenoxy)-5-(trifluoromethyl)benzoic acid C1(CC1)C1=CC(=C(C(=O)O)C=C1C(F)(F)F)OC1=C(C=C(C=C1)F)C